C(C)(C)(C)OC(C[C@H](N)C(=O)O)=O aspartic acid-4-tert-butyl ester